2-hydroxynaphthalene-1-amine OC1=C(C2=CC=CC=C2C=C1)N